4-methyl-N-[[3-methyl-2-(3-methyl-4-pyridinyl)-1H-indol-5-yl]methyl]pyrimidine-5-carboxamide CC1=NC=NC=C1C(=O)NCC=1C=C2C(=C(NC2=CC1)C1=C(C=NC=C1)C)C